COC(=O)[C@@H]1N(CCNC1)C.ClC=1C(=NC=C(C1)Cl)N1N=C(C=C1O)C(C)=O (1-(3,5-dichloropyridin-2-yl)-5-hydroxy-1H-pyrazol-3-yl)ethan-1-one Methyl-(R)-1-methylpiperazine-2-carboxylate